N[C@@H](CC(=O)O)C(=O)N[C@@H](CC1=CC=CC=C1)C(=O)O L-aspartyl-L-phenylalanine